methyl 4-chloro-2-(chloromethyl)-1-((1-cyanocyclopropyl)methyl)-1H-benzo[d]imidazole-6-carboxylate ClC1=CC(=CC=2N(C(=NC21)CCl)CC2(CC2)C#N)C(=O)OC